bis(methylamino)-bis(ethylamino)disilane CN[SiH2][Si](NCC)(NCC)NC